5-bromo-2-(n-methylpyrazol-4-yl)pyridine BrC=1C=CC(=NC1)C=1C=NN(C1)C